tris(trifluoromethylsulfonyloxy)ytterbium FC(S(=O)(=O)O[Yb](OS(=O)(=O)C(F)(F)F)OS(=O)(=O)C(F)(F)F)(F)F